N-[(3S)-1-{5-[2-(2,6-difluorophenyl)-3-oxopyridazin-4-yl]-2-(3-fluoropyridin-4-yl)-1-methyl-1,3-benzodiazol-4-yl}pyrrolidin-3-yl]carbamic acid tert-butyl ester C(C)(C)(C)OC(N[C@@H]1CN(CC1)C1=C(C=CC=2N(C(=NC21)C2=C(C=NC=C2)F)C)C=2C(N(N=CC2)C2=C(C=CC=C2F)F)=O)=O